4-(5-Isobutylaminobenzo[d]oxazol-2-yl)picolinic acid C(C(C)C)NC=1C=CC2=C(N=C(O2)C2=CC(=NC=C2)C(=O)O)C1